(1-methyl-2-oxo-1,2-dihydropyridin-4-yl)boronic acid CN1C(C=C(C=C1)B(O)O)=O